(S)-5-(2-(3-(ethoxymethyl)-3-(2-(4-methylthiophen-2-yl)ethyl)pyrrolidin-1-yl)propan-2-yl)-2-methylpyridine C(C)OC[C@@]1(CN(CC1)C(C)(C)C=1C=CC(=NC1)C)CCC=1SC=C(C1)C